(5-(3,6-Dihydro-2H-pyran-4-yl)pyridin-3-yl)(2,3-dihydro-4H-benzo[b][1,4]-oxazin-4-yl)methanone O1CCC(=CC1)C=1C=C(C=NC1)C(=O)N1C2=C(OCC1)C=CC=C2